ClCCC(=C(C1=CC=C(C=C1)O)C1=CC=C(OCCN2CCC(CC2)CN2CCC(CC2)C=2C=C3CN(CC3=CC2F)C2C(NC(CC2)=O)=O)C=C1)C1=CC=CC=C1 5-(1-((1-(2-(4-(4-chloro-1-(4-hydroxyphenyl)-2-phenylbut-1-en-1-yl)phenoxy)ethyl)piperidin-4-yl)methyl)piperidin-4-yl)-2-(2,6-dioxopiperidin-3-yl)-6-fluoroisoindoline